(3R)-oxacyclohexan-3-ol O1C[C@@H](CCC1)O